O1CC[C@@H](C2=CC=CC=C12)NC(=O)C1=C(C2=C(N=C(S2)N2CCNCC2)C=C1)C (S)-N-(chroman-4-yl)-7-methyl-2-(piperazin-1-yl)benzo[d]thiazole-6-carboxamide